NCCOC1=C(C=NN1CC1=CC=C(C=C1)OC)C(=O)OCC ethyl 5-(2-aminoethoxy)-1-(4-methoxybenzyl)-1H-pyrazole-4-carboxylate